FC(C=1C=CC2=C(SC(=C2)C(=O)N2CCCC23CCN(CC3)C(=O)N3N=C(C=C3)C(=O)O)C1)(F)F 1-(1-(6-(trifluoromethyl)benzo[b]thiophene-2-carbonyl)-1,8-diazaspiro[4.5]decane-8-carbonyl)-1H-pyrazole-3-carboxylic acid